C(C=C)(=O)SC(C=C)=O acryloylsulfide